C1(CC1)C1=NC=NC(=C1C1=NC=C(C(=N1)NCC1CCN(CC1)C=1N(C=C(N1)C(F)(F)F)C)OC(C)C)OC 4'-Cyclopropyl-5-isopropoxy-6'-methoxy-N-((1-(1-methyl-4-(trifluoromethyl)-1H-imidazol-2-yl)piperidin-4-yl)methyl)-[2,5'-bipyrimidin]-4-amine